N(C)CC(=O)OCC(CCCCCCCCCCCCC)=O.[Na] sodium myristoylmethyl sarcosinate